(3-(4-(benzylamino)piperidin-1-yl)propoxy)-7-(pyridin-4-yl)-2H-chromen-2-one C(C1=CC=CC=C1)NC1CCN(CC1)CCCOC=1C(OC2=CC(=CC=C2C1)C1=CC=NC=C1)=O